1-((7-(1-(2,2-difluoroethyl)cyclopropane-1-carbonyl)-10-hydroxy-7-azaspiro[4.5]decan-10-yl)methyl)-N,N-dimethyl-6-oxo-4-phenyl-1,6-dihydropyridine-3-carboxamide FC(CC1(CC1)C(=O)N1CC2(CCCC2)C(CC1)(O)CN1C=C(C(=CC1=O)C1=CC=CC=C1)C(=O)N(C)C)F